BrC1=CSC2=C1NC(OC2=O)=O 7-bromo-1H-thieno[3,2-d][1,3]oxazine-2,4-dione